NC=1[Se]C=CC1 2-aminoselenophen